OC1(CN(C1)C1(N(C(C2=CC=CC(=C12)C(F)(F)F)=O)C1=CC(=CC=C1)C(CC1=NN=CN1C)C)C)C 3-hydroxy-3-methylazetidin-1-yl(methyl)-2-(3-(1-(4-methyl-4H-1,2,4-triazol-3-yl)propan-2-yl)phenyl)-4-(trifluoromethyl)isoindolin-1-one